1-[4-chloro-2-methylsulfanyl-5-(trifluoromethyl)phenyl]-3-[(1S)-1-(2-pyrimidin-2-yl-1,2,4-triazol-3-yl)ethyl]urea ClC1=CC(=C(C=C1C(F)(F)F)NC(=O)N[C@@H](C)C=1N(N=CN1)C1=NC=CC=N1)SC